CC(C)(C)ON=O 1,1-Dimethylethylnitrit